N,N'-(2,2'-dimethyl[1,1'-biphenyl]-4,4'-diyl)bis[4-amino-3-methylbenzamide] CC1=C(C=CC(=C1)NC(C1=CC(=C(C=C1)N)C)=O)C1=C(C=C(C=C1)NC(C1=CC(=C(C=C1)N)C)=O)C